[Si](C)(C)(C(C)(C)C)OCCCC[C@@H](C)O (R)-6-((tert-butyldimethylsilyl)oxy)hexan-2-ol